C(C1=CC=CC=C1)OCCCCN1N=NC2=C1C=CC(=C2C)C(CC(=O)OCC)C2=CC(=C(C=C2)C)CN2S(OC1=C(C2)C=C(C=C1)OCC1=CC=CC=C1)(=O)=O ethyl 3-{1-[4-(benzyloxy)butyl]-4-methyl-1H-benzotriazol-5-yl}-3-(3-{[6-(benzyloxy)-2,2-dioxo-2H-1,2λ6,3-benzoxathiazin-3(4H)-yl]methyl}-4-methylphenyl)propanoate